2-Bromo-5-pyrimidinol BrC1=NC=C(C=N1)O